N1(CCNCCC1)CCN(C)C 2-(1,4-diazepan-1-yl)-N,N-dimethylethylamine